C1(CCC1)S(=O)C1=C(C=2C(=NC(=CC2C(F)(F)F)C=2C=NC=CC2)S1)N 2-(cyclobutylsulfinyl)-6-(pyridin-3-yl)-4-(trifluoromethyl)thieno[2,3-b]pyridin-3-amine